1,2,4-butanetricarboxylic acid C(C(CCC(=O)O)C(=O)O)C(=O)O